[Si](C)(C)(C(C)(C)C)OCC=1SC=CN1 2-(((tert-butyldimethylsilyl)oxy)methyl)thiazol